4-[2-[[(2S)-1-methylpyrrolidin-2-yl]methoxyl]-7-(1-naphthyl)-6,8-dihydro-5H-pyrido[3,4-d]pyrimidin-4-yl]piperazine-1-carboxylate CN1[C@@H](CCC1)COC=1N=C(C2=C(N1)CN(CC2)C2=CC=CC1=CC=CC=C21)N2CCN(CC2)C(=O)[O-]